1-(2-(4-(3-fluorobenzoyl)piperazin-1-yl)acetyl)-1',4'-dihydro-2'H-spiro[pyrrolidine-2,3'-quinoline]-2'-one FC=1C=C(C(=O)N2CCN(CC2)CC(=O)N2CCCC23C(NC2=CC=CC=C2C3)=O)C=CC1